8-chloro-2-methyl-5-(oxetan-3-yl(2-azaspiro[3.3]heptan-6-yl)methyl)phthalazin-1(2H)-one ClC=1C=CC(=C2C=NN(C(C12)=O)C)C(C1CC2(CNC2)C1)C1COC1